[Si](C)(C)(C(C)(C)C)OCC(COC1=NN(C(=C1[N+](=O)[O-])C)C=1C(=NC=C(C1)C)C)F 3-(3-(3-((tert-butyldimethylsilyl)oxy)-2-fluoropropoxy)-5-methyl-4-nitro-1H-pyrazol-1-yl)-2,5-dimethylpyridine